2-(4-(4,4-difluoropyrrolidin-2-yl)-2-fluorophenyl)-N-(3-(4-fluoropiperidin-1-yl)propyl)benzo[d]imidazo[2,1-b]thiazole-7-carboxamide FC1(CC(NC1)C1=CC(=C(C=C1)C=1N=C2SC3=C(N2C1)C=CC(=C3)C(=O)NCCCN3CCC(CC3)F)F)F